C(C)(C)(C)OC(=O)N1CC2=CC(=CC=C2CC1)C(C(=O)O)O 2-[2-[(Tert-Butoxy)carbonyl]-1,2,3,4-tetrahydroisoquinolin-7-yl]-2-hydroxyacetic acid